C(C)C1CCCC[NH+]1CC 6-ethyl-ethylpiperidinium